malonic acid monoethyl ester potassium salt [K+].C(C)OC(CC(=O)[O-])=O